CN1C=CC2=C(C=CC=C12)C=O (1-methylindol-4-yl)methanone